8-methoxy-N-(2-pyridyl)-2-tetrahydropyran-4-yl-imidazo[1,2-a]pyrazine-6-carboxamide COC=1C=2N(C=C(N1)C(=O)NC1=NC=CC=C1)C=C(N2)C2CCOCC2